2-{2-Butoxyethoxy}Ethanol C(CCC)OCCOCCO